FC1(C[C@@H](COC1)CO)F (R)-(5,5-difluorotetrahydro-2H-pyran-3-yl)methanol